5-(3-(((S)-1-(1H-1,2,4-triazol-1-yl)propan-2-yl)oxy)-4-chlorophenyl)-N-(1-((1r,4r)-4-morpholinocyclohexyl)-3-(oxazol-2-ylmethoxy)-1H-pyrazol-4-yl)pyrimidin-2-amine N1(N=CN=C1)C[C@H](C)OC=1C=C(C=CC1Cl)C=1C=NC(=NC1)NC=1C(=NN(C1)C1CCC(CC1)N1CCOCC1)OCC=1OC=CN1